C(C=C)(=O)OCC[N+](C)(C)C [2-(acryloxy)ethyl]trimethylammonium